C(C)N(CCCO)CCCO (ethylazanediyl)bis(propan-1-ol)